(1-methyl-2-nitro-1H-imidazol-5-yl)methane-d2-ol CN1C(=NC=C1C(O)([2H])[2H])[N+](=O)[O-]